CC([C@@H](C(=O)N1[C@@H](C[C@H](C1)O)C(=O)NC)N1N=NC(=C1)C1=CC(=CC=C1)NCC(=O)N1CCOCC1)(C)C (2S,4R)-1-[(2S)-3,3-dimethyl-2-[4-[3-[(2-morpholino-2-oxo-ethyl)amino]phenyl]triazol-1-yl]butanoyl]-4-hydroxy-N-methyl-pyrrolidine-2-carboxamide